4-(1-(dioxopiperidin-3-yl)-3-methyl-1H-indazol-4-yl)-1H-pyridine O=C1C(C(NCC1)=O)N1N=C(C2=C(C=CC=C12)C1=CCNC=C1)C